F[C@@H]1[C@@H](C1)NC(=O)C1=CN=C2N1N=C(C=C2NC)N2CCC1=C(C=CC=C21)C2=CC=C(C=N2)CN2CCC1(CCN(CC1)C(=O)OC(C)(C)C)CC2 Tert-butyl 9-((6-(1-(3-(((1R,2S)-2-fluorocyclopropyl)carbamoyl)-8-(methylamino)imidazo[1,2-b]pyridazin-6-yl)indolin-4-yl)pyridin-3-yl)methyl)-3,9-diazaspiro[5.5]undecane-3-carboxylate